(R)-3-methyl-N-(1-(1-methylpiperidin-4-yl)ethyl)-4-((3-phenyloxetan-3-yl)amino)benzenesulfonamide CC=1C=C(C=CC1NC1(COC1)C1=CC=CC=C1)S(=O)(=O)N[C@H](C)C1CCN(CC1)C